2,5-dioxopyrrolidin-1-yl 6-(3-bromo-2,5-dioxo-2,5-dihydro-1H-pyrrol-1-yl)hexanoate BrC=1C(N(C(C1)=O)CCCCCC(=O)ON1C(CCC1=O)=O)=O